C1(CCCCC1)OC=1OCCCN1 2-cyclohexyloxy-5,6-dihydro-4H-1,3-oxazine